3-PHENOXYAZETIDIN-1-YLPYRAZINE O(C1=CC=CC=C1)C1CN(C1)C1=NC=CN=C1